COC=1C=CC(=NC1)C1(CC1)N1C(C(N(CC1)CC=1SC(=NN1)C1=CC=CC=C1)=O)=O 1-(1-(5-methoxypyridin-2-yl)cyclopropyl)-4-((5-phenyl-1,3,4-thiadiazol-2-yl)methyl)piperazine-2,3-dione